11-[(3'-dibenzothiophen-4-yl)biphenyl-3-yl]phenanthro[9',10':4,5]furo[2,3-b]pyrazine C1=CC=C(C=2SC3=C(C21)C=CC=C3)C=3C=C(C=CC3)C3=CC(=CC=C3)C3=CN=C2C(=N3)OC=3C2=C2C=CC=CC2=C2C=CC=CC23